3-[4-[(3S,5R)-3,5-Dimethylpiperazin-1-yl]-3,5-dimethylanilino]-5-(methylamino)-6-(3-methylimidazo[4,5-c]pyridin-7-yl)pyrazin-2-carboxamid C[C@H]1CN(C[C@H](N1)C)C1=C(C=C(NC=2C(=NC(=C(N2)NC)C=2C3=C(C=NC2)N(C=N3)C)C(=O)N)C=C1C)C